C1(=CC=CC=C1)NCC N-phenylethanamine